CC1=C(C(=C(C=C1)C(C(=O)OC(C)C(C(C)OC(C(=O)C1=C(C(=C(C=C1)C)C)C)=O)(C)CCCC)=O)C)C 3-butyl-3-methyl-2,4-pentanediol ditrimethylphenylglyoxylate